7-bromo-8-fluoro-4-hydroxy-3-(2-hydroxyethyl-1,1-d2)quinolin-2(1H)-one BrC1=CC=C2C(=C(C(NC2=C1F)=O)C(CO)([2H])[2H])O